N1C=NC=CC1=O Pyrimidin-6-one